N=1N(N=NC1)CC1=CC=C(C=C1)C(C(=O)OC)C1CC(CC1)(F)F rac-methyl 2-(4-((2H-tetrazol-2-yl)methyl)phenyl)-2-(3,3-difluorocyclopentyl)acetate